NC1=C(C=CC2=CC=C(C=C12)S(=O)(=O)O)S(=O)(=O)O 1-Aminonaphthalene-2,7-disulfonic acid